(S)-4-(6-(4-(3H-imidazo[4,5-b]pyridin-7-yl)-1H-pyrazol-1-yl)pyridin-3-yl)-5,5,5-trifluoro-N-isopropylpentanamide N1=CNC2=NC=CC(=C21)C=2C=NN(C2)C2=CC=C(C=N2)[C@H](CCC(=O)NC(C)C)C(F)(F)F